tributyldecyl-phosphine tribromide [Br-].[Br-].[Br-].C(CCC)C(CCCCCCCCCP)(CCCC)CCCC